O1C=NC=2C1=CC=CC2N Benzo[d]oxazole-4-amine